CC1=NOC(=C1C1=C2C(=NC(=C1)N1[C@@H](COCC1)C)C(=NS2)OCC2=CC=C(C=C2)OC)C (R)-4-(7-(3,5-dimethylisoxazol-4-yl)-3-((4-methoxybenzyl)oxy)isothiazolo[4,5-b]pyridin-5-yl)-3-methylmorpholine